N1N=CC=C1CN1CCN(CC1)C1=CC2=C(CC(O2)(C)C)C=C1NC(=O)C=1C=NN2C1N=CC=C2 N-(6-(4-((1H-pyrazol-5-yl)methyl)piperazin-1-yl)-2,2-dimethyl-2,3-dihydrobenzo-furan-5-yl)pyrazolo[1,5-a]pyrimidine-3-carboxamide